CC1=NNC(=C1)C1=CC=C(C(=O)[C@H]2[C@@H](CCCC2)C(=O)NC=2OC=NN2)C=C1 (1R,2R)-2-[4-(3-Methyl-1H-pyrazol-5-yl)benzoyl]-N-(1,3,4-oxadiazol-2-yl)cyclohexanecarboxamide